4-(4-((6-carbamoyl-3-(piperidin-1-yl)-1,2,4-triazin-5-yl)amino)phenyl)piperidine-1-carboxylic acid tert-butyl ester C(C)(C)(C)OC(=O)N1CCC(CC1)C1=CC=C(C=C1)NC=1N=C(N=NC1C(N)=O)N1CCCCC1